4-(2-fluoro-4-methoxy-5-nitrophenyl)-1-methyl-1H-pyridine FC1=C(C=C(C(=C1)OC)[N+](=O)[O-])C1=CCN(C=C1)C